6-fluoro-1-methyl-3-nitro-4-(4-(m-tolyloxy)piperidin-1-yl)quinolin-2(1H)-one FC=1C=C2C(=C(C(N(C2=CC1)C)=O)[N+](=O)[O-])N1CCC(CC1)OC=1C=C(C=CC1)C